ClC1=C(C(=O)O)C(=CC(=C1)N1CC2(C1)CC(C2)OC)Cl 2,6-Dichloro-4-(6-methoxy-2-azaspiro[3.3]heptan-2-yl)benzoic acid